chloro((phenoxy)phosphoryl)-L-alanine methyl ester COC([C@@](N=P(=O)OC1=CC=CC=C1)(C)Cl)=O